α-fluoroacrylonitrile FC(C#N)=C